(E)-(2-methoxystyryl)triphenylsilane COC1=C(/C=C/[Si](C2=CC=CC=C2)(C2=CC=CC=C2)C2=CC=CC=C2)C=CC=C1